5-chloro-1'-{2-[2-(3-hydroxy-3-methylcyclobutyl)-7-(trifluoromethyl)-1,3a-diaza-5-indenyloxy]ethyl}spiro[indoline-3,4'-piperidin]-2-one ClC=1C=C2C(=CC1)NC(C21CCN(CC1)CCOC1=CN2C=C(N=C2C(=C1)C(F)(F)F)C1CC(C1)(C)O)=O